CCCCCC=C 6-hepten